2-chloroethyl-vinylether ClCCOC=C